C(CC=C)(=O)OCC#N Cyanomethyl but-3-enoate